FC1CC(N(C1)C(CC1=CC=NC=C1)=O)C(=O)NC(C1=CC=C(C=C1)C(C)C)C1=CC=CC=C1 4-fluoro-N-{phenyl[4-(propan-2-yl)phenyl]methyl}-1-[2-(pyridin-4-yl)acetyl]pyrrolidine-2-carboxamide